C(C(=C)C)(=O)OCCOC1=CC=C(C=C1)NC1=CC=CC=2C(C3=CC=CC=C3C(C12)=O)=O 1-(4-((2-methacryloxyethyl)oxy)phenylamino)-anthraquinone